ClC1=NC=C(C(=C1)C1=C(C=NC(=C1)C)C(=O)NC=1SC=2C(=NC=C(N2)N2C[C@H]([C@@](CC2)(C)O)F)N1)OC |o1:27,28| 2'-chloro-N-(6-((3R or S,4S or R)-3-fluoro-4-hydroxy-4-methylpiperidin-1-yl)thiazolo[4,5-b]pyrazin-2-yl)-5'-methoxy-6-methyl-[4,4'-bipyridine]-3-carboxamide